3-(dichlorophenyl)-6-methylpyrimidin-4-carboxylic acid ClC=1C(=C(C=CC1)N1CN=C(C=C1C(=O)O)C)Cl